tert-butyl (1-(3-aminophenyl)piperidin-4-yl)carbamate NC=1C=C(C=CC1)N1CCC(CC1)NC(OC(C)(C)C)=O